[Cl-].[Cl-].C[Si](=[Zr+2](C1C=CC2=C(C=CC(=C12)C)C)C1C=CC2=C(C=CC(=C12)C)C)C dimethylsilanediyl-bis(4,7-dimethyl-indenyl)zirconium dichloride